4-((2,4-dichloro-5-methoxyphenyl)amino)-7-(3-(4-((2-(2,6-dioxopiperidin-3-yl)-4-fluoro-1-oxoisoindolin-5-yl)methyl)piperazin-1-yl)propoxy)-6-methoxyquinoline-3-carbonitrile ClC1=C(C=C(C(=C1)Cl)OC)NC1=C(C=NC2=CC(=C(C=C12)OC)OCCCN1CCN(CC1)CC=1C(=C2CN(C(C2=CC1)=O)C1C(NC(CC1)=O)=O)F)C#N